(S)-4-(2-fluoro-4-(3-(methylamino)-1-phenylpropoxy)benzyl)-8-hydroxy-1-methyl-1,2,3,4-tetrahydro-5H-pyrido[2,3-e][1,4]diazepin-5-one FC1=C(CN2CCN(C3=C(C2=O)C=CC(=N3)O)C)C=CC(=C1)O[C@@H](CCNC)C1=CC=CC=C1